1-[2-chloro-5-(4-ethoxybenzoyl)phenyl]-3-[4-(trifluoromethoxy)phenyl]urea ClC1=C(C=C(C=C1)C(C1=CC=C(C=C1)OCC)=O)NC(=O)NC1=CC=C(C=C1)OC(F)(F)F